N-((2,3-dihydrothieno[3,4-b][1,4]dioxin-2-yl)methyl)-2-(4-nitrophenyl)acetamide O1C=2C(OCC1CNC(CC1=CC=C(C=C1)[N+](=O)[O-])=O)=CSC2